FC=1C=C(C=CC1C=1C=NC(=CC1)C=1N=NN(N1)CC)N1C(O[C@H](C1)CO)=O (R)-3-(3-fluoro-4-(6-(2-ethyl-2H-tetrazol-5-yl)pyridin-3-yl)phenyl)-5-(hydroxymethyl)oxazolidin-2-one